tert-butyl 4-(chloromethyl)-6,7-dimethyl-1,3-dihydro-2H-pyrrolo[3,4-C]pyridine-2-carboxylate ClCC1=NC(=C(C2=C1CN(C2)C(=O)OC(C)(C)C)C)C